Methyl ((1R,3R)-3-(9-(1-isopropyl-1H-indazol-5-yl)-8-(1-methyl-1H-pyrazol-4-yl)-4-(methylamino)-2-oxo-2,7-dihydro-1H-pyrrolo[3',2':5,6]pyrido[4,3-d]pyrimidin-1-yl)cyclopentyl)carbamate C(C)(C)N1N=CC2=CC(=CC=C12)C1=C(NC2=C1C=1N(C(N=C(C1C=N2)NC)=O)[C@H]2C[C@@H](CC2)NC(OC)=O)C=2C=NN(C2)C